C(C)(C)(C)OC(=O)N1[C@@H](C[C@@H](C1)F)COC=1C=NC=CC1C#C[Si](C)(C)C.FC(OC1=CC=C(COC2=C(SC=C2)C(=O)NC=2C=NC=CC2)C=C1)(F)F 3-(4-trifluoromethoxybenzyl-oxy)-N-(pyridin-3-yl)thiophene-2-carboxamide tert-butyl-(2S,4S)-4-fluoro-2-[({4-[(trimethylsilyl)ethynyl]pyridin-3-yl}oxy)methyl]pyrrolidine-1-carboxylate